tert-Butyl N-[cis-4-{[3-cyano-6-(3,6-dihydro-2H-pyran-4-yl)pyrazolo[1,5-a]pyridin-4-yl]oxy}cyclohexyl]carbamate C(#N)C=1C=NN2C1C(=CC(=C2)C=2CCOCC2)O[C@H]2CC[C@H](CC2)NC(OC(C)(C)C)=O